N-(1-hexen-6-yl)-N'-(3-(1-pentylpiperidin-4-yl)-1H-indol-5-yl)urea C=CCCCCNC(=O)NC=1C=C2C(=CNC2=CC1)C1CCN(CC1)CCCCC